FC1=CC=C(C=C1)C1=NNC(=N1)C1=CC=CC=C1 3-(4-fluorophenyl)-5-phenyl-1H-1,2,4-triazole